C(=C)C1=C(C=CC2=CC(=CC=C12)C=C)C=C 1,2,6-trivinylnaphthalene